N-(4,6-dichloropyrimidin-2-yl)benzenesulfonamide ClC1=NC(=NC(=C1)Cl)NS(=O)(=O)C1=CC=CC=C1